FC=1C(=C(C=CC1)C=1C(N(C(N(C1)CC(N1CCC(CC1)N1C(NC2=C(CC1)C=CC=C2)=O)=O)=O)C)=O)C 5-(3-fluoro-2-methyl-phenyl)-3-methyl-1-{2-oxo-2-[4-(2-oxo-1,2,4,5-tetrahydro-benzo[d][1,3]diazepin-3-yl)-piperidin-1-yl]-ethyl}-1H-pyrimidine-2,4-dione